2-(6-(2,6-difluorophenyl)-3-thioxo-3,5,6,7-tetrahydro-2H-pyrrolo[1,2-c]imidazol-1-yl)ethanone FC1=C(C(=CC=C1)F)C1CC=2N(C(NC2CC=O)=S)C1